methyl 4'-methoxy-2'-(1-(tetrahydro-2H-pyran-2-yl)-1H-pyrazol-5-yl)-[1,1'-biphenyl]-4-carboxylate COC1=CC(=C(C=C1)C1=CC=C(C=C1)C(=O)OC)C1=CC=NN1C1OCCCC1